Carvacryl ethyl ether C(C)OC1=CC(C(C)C)=CC=C1C